5-[4-(methoxycarbonyl)phenyl]-10,15,20-triphenylporphyrin COC(=O)C1=CC=C(C=C1)C=1C2=CC=C(N2)C(=C2C=CC(C(=C3C=CC(=C(C=4C=CC1N4)C4=CC=CC=C4)N3)C3=CC=CC=C3)=N2)C2=CC=CC=C2